[Cl-].O=[N+](C(Cl)(Cl)Cl)[O-] (Chloropicrin) chloride